C(#N)C=1C=C(C=CC1)CNC(=O)C=1N(C(N2C1CN(CC2)C(C2=CC(=C(C=C2)Cl)Cl)=O)=O)C2=CC=C(C=C2)OC N-[(3-cyanophenyl)methyl]-7-(3,4-dichlorobenzoyl)-2-(4-methoxyphenyl)-3-oxo-6,8-dihydro-5H-imidazo[1,5-a]pyrazine-1-carboxamide